C(CCCCCCC)S(=O)O octyl-sulfinic acid